ClC1=NN(C(C2=CC=CC=C12)=O)C1=CC(=CC(=C1)F)F 4-chloro-2-(3,5-difluorophenyl)phthalazin-1(2H)-one